C(C=C)[C@H]1N(CC1=O)C(=O)OC(C)(C)C tert-butyl (R)-2-allyl-3-oxoazetidine-1-carboxylate